tert-butyl 7-[(4R)-3,3-difluoropiperidin-4-yl]-2,7-diazaspiro[3.5]nonane-2-carboxylate FC1(CNCC[C@H]1N1CCC2(CN(C2)C(=O)OC(C)(C)C)CC1)F